N[C@@H](C(=O)O)CCN1CCN(CC1)CC1=C([C@@H](N=C(N1)C=1SC=CN1)C1=C(C=C(C=C1)F)Cl)C(=O)OC (2R)-2-amino-4-[4-[[(4R)-4-(2-chloro-4-fluoro-phenyl)-5-methoxycarbonyl-2-thiazol-2-yl-1,4-dihydropyrimidin-6-yl]methyl]piperazin-1-yl]butanoic acid